1-β-D-arabinosylcytosine [C@@H]1([C@@H](O)[C@H](O)[C@H](O)CO1)N1C(=O)N=C(N)C=C1